1-Methyl-1-pentylpyrrolidinium trifluoromethanesulfonate FC(S(=O)(=O)[O-])(F)F.C[N+]1(CCCC1)CCCCC